tert-butyl 5-hydroxy-3-(hydroxymethyl)azepane-1-carboxylate OC1CC(CN(CC1)C(=O)OC(C)(C)C)CO